BrC=1C=C2C(=NC=NC2=C(C1)OCC(F)F)Cl 6-bromo-4-chloro-8-(2,2-difluoroethoxy)quinazoline